C(CCC)N1C(=CC2=CC(=CC=C12)NC(C1=C(C=CC(=C1)CNC(C(C)C)=O)Cl)=O)C(=O)NC1=CC(=C(C=C1)Cl)Cl 1-butyl-5-(2-chloro-5-(isobutyrylaminomethyl)benzoylamino)-N-(3,4-dichlorophenyl)-1H-indole-2-carboxamide